NC(COC1CN(C1)C(=O)OC(C)(C)C)=O tert-butyl 3-(2-amino-2-oxo-ethoxy)azetidine-1-carboxylate